C(C)(C)(C)C=1C=C(C=CC1)[C@@H](C)NC(=O)C1=CC=C2C(=C(N(C2=C1)C)C)CC=1C=C(OC(C(=O)O)(C)C)C=CC1 (R)-2-(3-((6-((1-(3-(tert-butyl)phenyl)ethyl)carbamoyl)-1,2-dimethyl-1H-indol-3-yl)methyl)phenoxy)-2-methyl-propanoic acid